Methyl 2-acetamido-4-bromo-5-fluoro-3-nitrobenzoate C(C)(=O)NC1=C(C(=O)OC)C=C(C(=C1[N+](=O)[O-])Br)F